C(CC)C=1C=NC=NC1 5-propylpyrimidin